4-(3-methyl-benzofuran-2-yl)-2-(phenanthren-9-yl)pyridine CC1=C(OC2=C1C=CC=C2)C2=CC(=NC=C2)C=2C1=CC=CC=C1C=1C=CC=CC1C2